ClC=1C=CC(=C(C(=O)NC2=CC=C(C=C2)CC#N)C1)O 5-chloro-N-(4-(cyanomethyl)phenyl)-2-hydroxybenzamide